4-((4-(2-(3-Chlorobenzyl)-5-methyloxazol-4-yl)phenoxy)methyl)benzoic acid ClC=1C=C(CC=2OC(=C(N2)C2=CC=C(OCC3=CC=C(C(=O)O)C=C3)C=C2)C)C=CC1